NC=1C2=C(N=CN1)N(C(=C2C2=CC(=C(C=C2)OC2=NC(=CC=C2)C)OC)C2CCC(CC2)NC(C=C)=O)C N-((1r,4r)-4-(4-amino-5-(3-methoxy-4-(6-methylpyridin-2-yloxy)phenyl)-7-methyl-7H-pyrrolo[2,3-d]pyrimidin-6-yl)cyclohexyl)acrylamide